NC1=CC=C(C=C1)C1=NC=C(C=N1)C1=CC=C(C=C1)N 2,5-bis(4-aminophenyl)pyrimidine